4-iodo-1-(oxazolidin-2-yl)-1H-pyrazole IC=1C=NN(C1)C1OCCN1